3-((3-(2-aminoethyl)phenyl)amino)-5-(dimethylamino)-6-ethyl-N-methylpyrazine-2-carboxamide NCCC=1C=C(C=CC1)NC=1C(=NC(=C(N1)N(C)C)CC)C(=O)NC